FC1=CC=2N(C=C1NC(=O)C1=CC=C3C(=NN(C3=C1)C)C)C=C(N2)C2N(CCC2)C N-[7-fluoro-2-(1-methylpyrrolidin-2-yl)imidazo[1,2-a]pyridin-6-yl]-1,3-dimethyl-1H-indazole-6-carboxamide